C(C)C=1C=CC2=C(N(C(NC2=O)=O)C2=CC=CC=C2)N1 7-Ethyl-1-phenylpyrido[2,3-d]pyrimidine-2,4(1H,3H)-dione